tertiary butyl(1-(4-amino-3-methoxyphenyl)piperidin-4-yl)(methyl)carbamate C(C)(C)(C)OC(N(C)C1CCN(CC1)C1=CC(=C(C=C1)N)OC)=O